Ethyl 5-amino-3-fluoro-2-(1-isopropyl-1H-pyrazol-4-yl)benzoate NC=1C=C(C(=C(C(=O)OCC)C1)C=1C=NN(C1)C(C)C)F